F[C@H]1CN(CC1)S(=O)(=O)NC1=C(C(=C(C=C1)F)C(=O)C1=CNC2=NC=C(C=C21)C2=CC=C(C=C2)N2CCC(CC2)C=O)OC (R)-3-fluoro-N-(4-fluoro-3-(5-(4-(4-formylpiperidin-1-yl)phenyl)-1H-pyrrolo[2,3-b]pyridine-3-carbonyl)-2-methoxyphenyl)pyrrolidine-1-sulfonamide